CC=1C=C(C=C(C1SC)C)N(C([O-])=O)C 3,5-dimethyl-4-(methylsulfanyl)phenyl-N-methylcarbamate